BrC1=NC(=C(C(=O)NC2=NC(=NC=C2)Cl)C=C1)N1CCC(CC1)C1(CC1)CCCNCC1=CC=C(C=C1)OC 6-bromo-N-(2-chloropyrimidin-4-yl)-2-(4-(1-(3-((4-methoxybenzyl)amino)propyl)cyclopropyl)piperidin-1-yl)nicotinamide